1-(6-(1-(2-fluoro-5-(trifluoromethoxy)benzyl)-1H-pyrazol-3-yl)pyridin-2-yl)-1-hydroxy-2-methylpropane-2-sulfonamide FC1=C(CN2N=C(C=C2)C2=CC=CC(=N2)C(C(C)(S(=O)(=O)N)C)O)C=C(C=C1)OC(F)(F)F